CC1(NC2=CC=C(C=C2C(=C1)C)C1=CC=CC=C1)C 2,2,4-trimethyl-6-phenyl-1,2-dihydroquinoline